5-Amino-N-(4-chloro-3-cyano-1H-indol-7-yl)-1-methyl-pyrazol-4-sulfonamid NC1=C(C=NN1C)S(=O)(=O)NC=1C=CC(=C2C(=CNC12)C#N)Cl